ClC1=C(C(=CC=C1)F)C1=NOC(=C1C1=CC2(C1)CCN(CC2)C=2C=C1C(=CC=NC1=CC2)C(F)(F)F)C2CC2 6-(2-(3-(2-Chloro-6-fluorophenyl)-5-cyclopropylisoxazol-4-yl)-7-azaspiro[3.5]non-1-en-7-yl)-4-(trifluoromethyl)chinolin